CN1N=CC(=C1C1=CC=C(N=N1)NCC1CCC2CN(CC21)C(=O)OC(C)(C)C)C tert-Butyl 4-[[[6-(2,4-dimethylpyrazol-3-yl)pyridazin-3-yl]amino]methyl]-3,3a,4,5,6,6a-hexahydro-1H-cyclopenta[c]pyrrole-2-carboxylate